[Si](C1=CC=CC=C1)(C1=CC=CC=C1)(C(C)(C)C)OCC1CCC(CC1)CC=O 2-[4-[[tert-butyl(diphenyl)silyl]oxymethyl]cyclohexyl]acetaldehyde